C(#N)C=1C(=NC(=CC1)C1CC1)NC1=CC=CC=2N(C=NC21)C(=O)OC(C)(C)C tert-butyl 4-((3-cyano-6-cyclopropylpyridin-2-yl)amino)-1H-benzo[d]imidazole-1-carboxylate